C(C)(=O)C1=CC(=CN1CCC1=CNC2=CC=C(C=C12)O)NC(C)=O N-[5-acetyl-1-[2-(5-hydroxy-1H-indol-3-yl)ethyl]-1H-pyrrol-3-yl]acetamide